P(O)(=O)(OP(=O)(O)O)OC[C@@H]1[C@H](C[C@@H](O1)N1C(=O)NC(=O)C(C)=C1)O thymidine 5'-diphosphate